3-amino-1-[(3R,4S)-4-cyanotetrahydropyran-3-yl]pyrazole-4-carboxylic acid ethyl ester C(C)OC(=O)C=1C(=NN(C1)[C@H]1COCC[C@@H]1C#N)N